(R)-N-(3-(1-((2-amino-5-(1-methyl-1H-pyrazol-4-yl)pyridin-3-yl)oxy)ethyl)phenyl)-3-cyclopropylbenzamide NC1=NC=C(C=C1O[C@H](C)C=1C=C(C=CC1)NC(C1=CC(=CC=C1)C1CC1)=O)C=1C=NN(C1)C